C(CCCCCC#C)OC1OCCCC1 tetrahydro-2-(7-octyn-1-yloxy)-2H-pyran